tert-butyl (2S,3R)-4-(4-(benzylthio)phenylamino)-3-hydroxy-1-phenylbutan-2-ylcarbamate C(C1=CC=CC=C1)SC1=CC=C(C=C1)NC[C@H]([C@H](CC1=CC=CC=C1)NC(OC(C)(C)C)=O)O